6-Benzoyl-2-[3,5-bis-O-(oxan-2-yl)-β-D-ribofuranosyl]-6,7,8,9-tetrahydro-2H-2,3,5,6-tetraazabenzo[cd]azulene C(C1=CC=CC=C1)(=O)N1C=2C3=C(N(C=C3CCC1)[C@H]1[C@H](O)[C@H](OC3OCCCC3)[C@H](O1)COC1OCCCC1)N=CN2